C(C=C)C(C(CC)=O)C(CC)=O 4-allyl-n-heptane-3,5-dione